1-hexadecyl-2-heneicosanoyl-glycero-3-phospho-(1'-sn-glycerol) CCCCCCCCCCCCCCCCCCCCC(=O)O[C@H](COCCCCCCCCCCCCCCCC)COP(=O)(O)OC[C@H](CO)O